ClC=1C(=C(C=CC1F)N(C(=O)[C@H]1N(C(N(C1)C(=O)OC(C)(C)C)=O)C1=NC(=CC(=C1)C(F)(F)F)C)C)F Tert-butyl (S)-4-((3-chloro-2,4-difluorophenyl)(methyl)carbamoyl)-3-(6-methyl-4-(trifluoromethyl)pyridin-2-yl)-2-oxoimidazolidine-1-carboxylate